C1(=CC=C(C=C1)C(OC)C1=C(SC(=C1Br)C)C)C1=CC=CC=C1 [1,1'-biphenyl]-4-yl(methoxyl)methyl-4-bromo-2,5-dimethylthiophene